C1(CCCCC1)NC=1C2=C(N=CC1C#CC1=CC=C(C=C1)F)NC=C2 N-cyclohexyl-5-((4-fluorophenyl)ethynyl)-1H-pyrrolo[2,3-b]pyridin-4-amine